FC1=C(C(=C(C=C1)C1=CC=CC=C1)C)N fluoro-2-methyl-[1,1'-biphenyl]-3-amine